C\C\1=C/CC/C(=C/CC(C=CC1)(C)C)/C (1E,8E)-2,6,6,9-tetramethylcycloundeca-1,4,8-triene